(isobutyl)(methylphenyl)quinoline C(C(C)C)C=1C(=NC2=CC=CC=C2C1)C1=C(C=CC=C1)C